C(CCCCC)OC(NCCCCCC(CCCCC)NCCCCO)=O 6-((4-hydroxybutyl)amino)undecylcarbamic acid hexyl ester